BrC=1C=NN(C1)CCO[Si](C)(C)C(C)(C)C 2-(4-bromopyrazol-1-yl)ethoxy-tert-butyl-dimethyl-silane